NC1=NC2(C3=CC=CC=C13)CC2 aminospiro[cyclopropane-1,1'-isoindole]